2-chloro-3-fluoropyridine ClC1=NC=CC=C1F